(R)-N-((1R,5S,8s)-3-(6-methylpyridazin-4-yl)-3-azabicyclo[3.2.1]oct-8-yl)-8-(2,3,4-trifluorophenoxy)-5,6,7,8-tetrahydro-[1,2,4]triazolo[1,5-a]pyridin-2-amine CC1=CC(=CN=N1)N1C[C@H]2CC[C@@H](C1)C2NC2=NN1C([C@@H](CCC1)OC1=C(C(=C(C=C1)F)F)F)=N2